C(C)(C)(C)OC(N[C@@H]1CC[C@H](CC1)CCN1C[C@H](N(CC1)C1=C(C(=CC=C1)Cl)Cl)C1CC1)=O (Trans-4-(2-((R)-3-cyclopropyl-4-(2,3-dichlorophenyl)piperazin-1-yl)ethyl)cyclohexyl)carbamic acid tert-butyl ester